N-(methylsulfonyl)methanesulfonamide potassium salt [K].CS(=O)(=O)NS(=O)(=O)C